2,7-dibromo-4,5-dihydrophenanthrene-9,10-dione BrC=1C=C2C(C(C3=CC(=CCC3=C2CC1)Br)=O)=O